COPPER-SILICON OXIDE [Si]=O.[Cu]